O1CNC(C1)C1=NOC(=N1)C1=NC=C(C=C1N)S(=O)(=O)C1=CC=C(C=C1)OC(F)(F)F 2-[3-(Oxazolidin-4-yl)-1,2,4-oxadiazol-5-yl]-5-[4-(trifluoromethoxy)benzene-1-sulfonyl]pyridin-3-amine